CN1CCN(CC1)C1C2=C(N(N=C2CCC1)C1=NC=C(C=C1)C(F)(F)F)O (4-methylpiperazin-1-yl)-2-(5-(trifluoromethyl)pyridin-2-yl)-4,5,6,7-tetrahydro-2H-indazol-3-ol